COCCN1CCN(CC1)C1=CC(=NC(=N1)C)N 6-[4-(2-methoxyethyl)piperazin-1-yl]-2-methyl-pyrimidin-4-amine